C1(CCCC1)[Si](NCC)(NCC)C1CCCC1 dicyclopentylbis(ethylamino)silane